(1R,4R,7R)-(+)-7-bromo-6-(difluoromethylene)-2-(4-methoxybenzyl)-2-azabicyclo[2.2.1]heptane-3-one Br[C@H]1[C@@H]2N(C([C@H]1CC2=C(F)F)=O)CC2=CC=C(C=C2)OC